C(C)(C)(C)C=1C=C(C=C(C1O)C(C)(C)C)CCC(=O)NNC(CCC(CCC1=CC(=C(C(=C1)C(C)(C)C)O)C(C)(C)C)=O)=O 2',3-bis[3-(3,5-di-tert-butyl-4-hydroxyphenyl)propionyl]propionohydrazide